N-((3,5-difluoropyridin-2-yl)methyl)-6-(4-fluorophenyl)quinazolin-4-amine hydrochloride Cl.FC=1C(=NC=C(C1)F)CNC1=NC=NC2=CC=C(C=C12)C1=CC=C(C=C1)F